(R)-3-methoxy-1-(4-(piperidin-3-ylamino)-1H-pyrrolo[2,3-b]pyridin-3-yl)propan-1-one hydrochloride Cl.COCCC(=O)C1=CNC2=NC=CC(=C21)N[C@H]2CNCCC2